4-Amino-1-(4-(2-methoxyphenyl)-3,6-dihydropyridin-1(2H)-yl)butan-2-ol NCCC(CN1CCC(=CC1)C1=C(C=CC=C1)OC)O